BrC=1C=CC(=C(C1)NC1(CNCC1)C)[N+](=O)[O-] N-(5-bromo-2-nitrophenyl)-3-methylpyrrolidin-3-amine